3-(tert-butoxy)-N-(4-(2-((1-(2-hydroxyethyl)-1H-pyrazol-4-yl)amino)pyrimidin-4-yl)-2-(trifluoromethyl)benzyl)azetidine-1-carboxamide C(C)(C)(C)OC1CN(C1)C(=O)NCC1=C(C=C(C=C1)C1=NC(=NC=C1)NC=1C=NN(C1)CCO)C(F)(F)F